The molecule is a carboxylic ester obtained by the formal condensation of the carboxy group of 2-hydroxypropanoic acid with the hydroxy group of isoamylol. It has a role as a metabolite. It derives from an isoamylol and a 2-hydroxypropanoic acid. CC(C)CCOC(=O)C(C)O